(2-((5-Chloro-2-((6-methoxy-2-methyl-1,2,3,4-tetrahydroisoquinolin-7-yl)amino)pyrimidin-4-yl)amino)-5-(trifluoromethyl)phenyl)dimethylphosphine oxide ClC=1C(=NC(=NC1)NC1=C(C=C2CCN(CC2=C1)C)OC)NC1=C(C=C(C=C1)C(F)(F)F)P(C)(C)=O